N-nitroso-N-phenyl-hydroxyl-amine aluminum [Al].N(=O)N(C1=CC=CC=C1)O